BrC(C(OC(C(=O)OCC)C(=O)OCC)([2H])[2H])([2H])[2H] Diethyl 2-(2-bromoethoxy-1,1,2,2-d4)malonate